C(C)(C)(C)C1=C(C=C(C(=C1)[Si](C)(C)C)O)NC(=O)C1=CNC2=CC=CC=C2C1=O N-(2-(tert-Butyl)-5-hydroxy-4-(trimethylsilyl)phenyl)-4-oxo-1,4-dihydroquinoline-3-carboxamide